N(=[N+]=[N-])CS(=O)(=O)C Azido(methylsulfonyl)methane